(1R,2S,5S)-N-[(S)-cyano(1,6-naphthyridin-8-yl)methyl]-3-[(2S)-3-cyclopropyl-2-[[(3S)-tetrahydrofuran-3-carbonyl]amino]propanoyl]-6,6-dimethyl-3-azabicyclo[3.1.0]hexane-2-carboxamide C(#N)[C@@H](NC(=O)[C@@H]1[C@H]2C([C@H]2CN1C([C@H](CC1CC1)NC(=O)[C@@H]1COCC1)=O)(C)C)C=1C=NC=C2C=CC=NC12